6-(4,4,5,5-tetramethyl-1,3,2-dioxaborolan-2-yl)-7-(trifluoromethyl)-2,3-dihydro-1H-benzo[d]pyrrolo[1,2-a]imidazole CC1(OB(OC1(C)C)C=1C(=CC2=C(N=C3N2CCC3)C1)C(F)(F)F)C